6-(5-(((1-(2-chloropyridin-3-yl)ethoxy)carbonyl)amino)-1-methyl-1H-1,2,3-triazol-4-yl)nicotinic acid ClC1=NC=CC=C1C(C)OC(=O)NC1=C(N=NN1C)C1=NC=C(C(=O)O)C=C1